6-bromo-1-(oxazol-5-ylmethyl)-4-oxo-1,8-naphthyridine-3-carboxylic acid ethyl ester C(C)OC(=O)C1=CN(C2=NC=C(C=C2C1=O)Br)CC1=CN=CO1